3-[2-chloro-4-fluoro-5-[7-(trifluoromethyl)quinoxalin-2-yl]phenyl]-5-methyl-4H-isoxazole-5-carboxylic acid ethyl ester C(C)OC(=O)C1(CC(=NO1)C1=C(C=C(C(=C1)C1=NC2=CC(=CC=C2N=C1)C(F)(F)F)F)Cl)C